O[C@@H]1[C@@H](CO[C@@H]([C@@H]1O)CO)N1C(C2=CC=CC=C2C1=O)=O 2-((3R,4R,5R,6R)-4,5-dihydroxy-6-(hydroxymethyl)tetrahydro-2H-pyran-3-yl)isoindoline-1,3-dione